6-[5-chloro-3-(2,2-difluoroethoxy)pyridin-1-ium-2-yl]oxy-1,4-dimethyl-N-(4-methyl-1,1-dioxo-thian-4-yl)imidazo[4,5-c]pyridine-2-carboxamide ClC=1C=C(C(=[NH+]C1)OC1=CC2=C(C(=N1)C)N=C(N2C)C(=O)NC2(CCS(CC2)(=O)=O)C)OCC(F)F